N-(6-{[6,7-bis(methyloxy)quinolin-4-yl]oxy}-5-chloro-2-methylpyridin-3-yl)-N'-(4-fluorophenyl)cyclopropane-1,1-dicarboxamide COC=1C=C2C(=CC=NC2=CC1OC)OC1=C(C=C(C(=N1)C)NC(=O)C1(CC1)C(=O)NC1=CC=C(C=C1)F)Cl